4-cyano-4-{[(dodecylthio)thiomethyl]thio}pentanoic acid C(#N)C(CCC(=O)O)(C)SCSSCCCCCCCCCCCC